(1r,4r)-4-((4-(2-(2-aminopyridin-3-yl)-5-phenyl-3H-imidazo[4,5-b]pyridin-3-yl)-3-methylphenyl)carbamoyl)cyclohexane-1-carboxylic acid NC1=NC=CC=C1C1=NC=2C(=NC(=CC2)C2=CC=CC=C2)N1C1=C(C=C(C=C1)NC(=O)C1CCC(CC1)C(=O)O)C